4-hydroxy-3'-nitro-[1,1'-biphenyl]-3-carbaldehyde OC1=C(C=C(C=C1)C1=CC(=CC=C1)[N+](=O)[O-])C=O